phosphomolybdenum tungsten [W].P(=O)(=O)[Mo]